((Z)-4-((E)-2-(2-chloro-3-((E)-2-(4-cyano-5-(dicyanomethylene)-2,5-dihydrofuran-3-yl)vinyl)cyclohex-2-en-1-ylidene)ethylidene)-3-cyano-4,5-dihydrofuran-2-yl)dicyanomethanide ClC=1\C(\CCCC1\C=C\C=1COC(C1C#N)=C(C#N)C#N)=C\C=C/1\C(=C(OC1)[C-](C#N)C#N)C#N